ClC=1C=C(C(=NC1)N1C([C@@H](N(C(C1)=O)CC1=CC=C(C=C1)F)C1CC1)=O)F (S)-1-(5-chloro-3-fluoropyridin-2-yl)-3-cyclopropyl-4-(4-fluorobenzyl)piperazine-2,5-dione